C(=O)(OC(C)(C)C)NC1=C(C=C(C=C1)CN)F N-Boc-4-(aminomethyl)-2-fluoroaniline